ClC1=C(C(=O)N[C@H](C(=O)OC)CNC(=O)N[C@@H]2CCC3=CC=CC=C23)C(=CC=C1NC1CC2=CC=CC=C2C1)Cl (S)-methyl 2-(2,6-dichloro-3-(2,3-dihydro-1H-inden-2-ylamino)benzamido)-3-(3-((R)-2,3-dihydro-1H-inden-1-yl)ureido)propanoate